2,3,6-trichloro-1,4-benzoquinone ClC=1C(C(=CC(C1Cl)=O)Cl)=O